C(C)OC(C1=C(C=C(C(=C1)OCC1=CC=CC=C1)CC#N)OCC1=CC=CC=C1)=O 2,5-bis(benzyloxy)-4-(cyanomethyl)benzoic acid ethyl ester